5,8-dibromo-6,7-dinitroquinoxaline BrC1=C2N=CC=NC2=C(C(=C1[N+](=O)[O-])[N+](=O)[O-])Br